(+-)-7-hydroxy-3,7-dimethyloctanal OC(CCC[C@H](CC=O)C)(C)C |r|